1-(4-methoxybenzyl)-4-nitro-1H-pyrazole-3-carboxamide COC1=CC=C(CN2N=C(C(=C2)[N+](=O)[O-])C(=O)N)C=C1